P(OC1=CC=C(C=C1)NC1=CC=NC2=CC(=C(C=C12)OC)OC)([O-])=O (4-((6,7-dimethoxyquinolin-4-yl) amino) phenyl) phosphonate